[Si](C)(C)(C(C)(C)C)OCCCOCC1N=CC=2C=CC(=NC2C1)Cl 7-((3-((tert-butyldimethylsilyl)oxy)propoxy)methyl)-2-chloro-7,8-dihydro-1,6-naphthyridine